1-benzyl-N-(2-isopropyl-4-methyl-5-oxo-5,6,7,8-tetrahydro-4H-pyrazolo[1,5-a][1,3]diazepin-6-yl)-1H-1,2,4-triazole-3-carboxamide C(C1=CC=CC=C1)N1N=C(N=C1)C(=O)NC1C(N(C=2N(CC1)N=C(C2)C(C)C)C)=O